2-({7-amino-1-oxo-4-[3-(thiophen-3-yl)-1H-indazol-5-yl]-2,3-dihydro-1H-isoindol-2-yl}methyl)prop-2-enenitrile NC=1C=CC(=C2CN(C(C12)=O)CC(C#N)=C)C=1C=C2C(=NNC2=CC1)C1=CSC=C1